(S)-5-((5-([1,2,4]triazolo[4,3-a]pyridin-6-yl)-7H-pyrrolo[2,3-d]pyrimidin-2-yl)amino)-1-methylpiperidin-2-one N=1N=CN2C1C=CC(=C2)C2=CNC=1N=C(N=CC12)N[C@H]1CCC(N(C1)C)=O